FC1=C(C=CC(=C1)I)NC([C@H]([C@@H](C)C1=CC=CC=C1)N1C(N[C@@H](C1=O)C1=CC=C(C=C1)OCCO)=O)=O (2s,3s)-N-(2-fluoro-4-iodo-phenyl)-2-{(R)-4-[4-(2-hydroxy-ethoxy)-phenyl]-2,5-dioxo-imidazolin-1-yl}-3-phenyl-butyramide